CC=1C(=NC(=CC1)C(=O)N)C=1C=NC=CC1 methyl-[2,3'-bipyridine]-6-carboxamide